O=C1NC(CCC1N1C(C2=CC=C(C=C2C1=O)NCCOC(C(=O)N)C)=O)=O 2-(2-((2-(2,6-dioxopiperidin-3-yl)-1,3-dioxoisoindolin-5-yl)amino)ethoxy)propanoamide